NCCNC(=O)C=1C=CC2=C(C(C=3NC4=CC(=CC=C4C3C2=O)C#N)(C)C)C1 3-Cyano-6,6-dimethyl-11-oxo-6,11-dihydro-5H-benzo[b]carbazol-8-carboxylic acid (2-amino-ethyl)-amide